3-methyl-1,4-dihydro-1,2,4-triazol-5-one CC1=NNC(N1)=O